(R)-3-(Cyclohex-1-en-1-yl)-6-((4-hydroxy-1-(4,4,4-trifluoro-3-phenylbutanoyl)piperidin-4-yl)methyl)-2-methyl-2H-pyrazolo[4,3-d]pyrimidin-7(6H)-one C1(=CCCCC1)C=1N(N=C2C1N=CN(C2=O)CC2(CCN(CC2)C(C[C@@H](C(F)(F)F)C2=CC=CC=C2)=O)O)C